CC1(OB(OC1(C)C)C=1C=NN(C1)CCOCC(=O)OC(C)(C)C)C tert-butyl 2-{2-[4-(4,4,5,5-tetramethyl-1,3,2-dioxaborolan-2-yl)-1H-pyrazol-1-yl]ethoxy}acetate